(1S,5R,6R)-6-methyl-3-aza-bicyclo[3.1.0]Hexane CC1[C@H]2CNC[C@@H]12